1-Cyclobutyl-3-methyl-4-(((3S,4S)- and (3R,4R)-4-methylpyrrolidin-3-yl)methoxy)-5-nitro-1H-pyrazole C1(CCC1)N1N=C(C(=C1[N+](=O)[O-])OC[C@@H]1CNC[C@H]1C)C |r|